OCCC1CCC(CC1)C1=NN2C(C=C(C(=C2)OC)C(=O)NC2=NC(=CC=C2)C(F)(F)F)=N1 2-[4-(2-hydroxyethyl)cyclohexyl]-6-methoxy-N-[6-(trifluoromethyl)pyridin-2-yl]-[1,2,4]triazolo[1,5-a]pyridine-7-carboxamide